C(C)OC(=C)C1=CC=C(S1)C12CN(CC(CO1)C2)C(=O)OC(C)(C)C tert-butyl 5-(5-(1-ethoxyvinyl)thiophen-2-yl)-6-oxa-3-azabicyclo[3.2.1]octane-3-carboxylate